C1(=CC=CC=C1)N(C1=CC=CC=C1)C1=CC=2C3(C4=CC(=CC=C4C2C=C1)N(C1=CC=CC=C1)C1=CC=CC=C1)C1=CC(=CC=C1C=1C=CC(=CC13)N(C1=CC=CC=C1)C1=CC=CC=C1)N(C1=CC=CC=C1)C1=CC=CC=C1 2,2',7,7'-tetrakis-(N,N-diphenylamino)-9,9'-spirobifluorene